CC(C[C@@H](C(=O)NC(CC(=O)O)C1=CC(=CC=C1)N1CCCCC1)N1C=NC2=CC=CC=C2C1=O)C 3-((S)-4-methyl-2-(4-oxoquinazolin-3(4H)-yl)pentanamido)-3-(3-(piperidin-1-yl)phenyl)propanoic acid